3-(3-(2-Oxo-2-(piperazin-1-yl)ethoxy)phenyl)piperidine-2,6-dione O=C(COC=1C=C(C=CC1)C1C(NC(CC1)=O)=O)N1CCNCC1